4-((8-methyl-2,3-dihydro-1H-pyrido[2,3-b][1,4]oxazin-7-yl)amino)-N-(4-(4-(3-methylcyclobutane-1-carbonyl)piperazin-1-yl)phenyl)-2-oxo-1,2-dihydropyridine-3-carboxamide CC1=C(C=NC=2OCCNC21)NC2=C(C(NC=C2)=O)C(=O)NC2=CC=C(C=C2)N2CCN(CC2)C(=O)C2CC(C2)C